BrC1=CC(=C(C=C1)N1C(CCCC1)=O)F 1-(4-bromo-2-fluorophenyl)piperidin-2-one